ClC1=CC=CC(=N1)C1=NC(=NC(=N1)N[C@@H](C(F)(F)F)C)N[C@@H](C(F)(F)F)C 6-(6-chloropyridin-2-yl)-N2,N4-bis((R)-1,1,1-trifluoropropan-2-yl)-1,3,5-triazine-2,4-diamine